ClC1=C(C=C2C(C(=CN(C2=N1)C1=NC(=NS1)C1=CC=CC=C1)C(=O)[O-])=O)F 7-chloro-6-fluoro-4-oxo-1-(3-phenyl-1,2,4-thiadiazol-5-yl)-1,4-dihydro-1,8-naphthyridine-3-carboxylate